(R)-10-methyl-9,10,11,12-tetrahydro-8H-[1,4]diazepino[5',6':4,5]thieno[3,2-f]quinolin-8-one C[C@H]1NC(C2=C(C=3C=4C=CC=NC4C=CC3S2)NC1)=O